FC1=CC=C(COC2=C(C=O)C=C(C=C2)Cl)C=C1 ((4-fluorobenzyl)oxy)-5-chlorobenzaldehyde